[Er].[Si] Silicon-erbium